N-(1-cyanopyrrolidin-3-yl)-[1,1'-biphenyl]-4-sulfonamide C(#N)N1CC(CC1)NS(=O)(=O)C1=CC=C(C=C1)C1=CC=CC=C1